C(C)(=O)NC1=CC=C(C=C1)CCC(=O)N 3-[(4-acetamido)phenyl]propanamide